7-(5-(5-(1-(1H-pyrrolo[2,3-b]pyridin-4-yl)ethoxy)-1H-indazol-3-yl)pyridin-2-yl)-5,6,7,8-tetrahydro-[1,2,4]triazolo[4,3-a]pyrazine N1C=CC=2C1=NC=CC2C(C)OC=2C=C1C(=NNC1=CC2)C=2C=CC(=NC2)N2CC=1N(CC2)C=NN1